CC1=C(C=CC=C1)C(CN)CCC1=CC=CC=C1 2-(2-methylphenyl)-4-phenylbutylamine